C(C1=CC=CC=C1)=C(C(=O)OCC)C(=O)OCC diethyl benzalmalonate